Cl.ClC1=NC=CC=C1OCCN1CCN(CC1)C1=C2C=CNC2=CC=C1 4-(4-(2-((2-chloropyridin-3-yl)oxy)ethyl)piperazin-1-yl)-1H-indole hydrochloride